CC1(C2C(N(C(C12)=O)CC1=CC2=NC=CC(=C2S1)C1=C(C(=NC(=C1)C(F)(F)F)C)CC1CNCCO1)=O)C 6,6-dimethyl-3-((7-(2-methyl-3-(morpholin-2-ylmethyl)-6-(trifluoromethyl)pyridin-4-yl)thieno[3,2-b]pyridin-2-yl)methyl)-3-azabicyclo[3.1.0]hexane-2,4-dione